2-(((1R)-1-(2-cyano-3-(3-hydroxypiperidin-1-yl)-7-methylquinoxalin-5-yl)ethyl)amino)benzoic acid C(#N)C1=NC2=CC(=CC(=C2N=C1N1CC(CCC1)O)[C@@H](C)NC1=C(C(=O)O)C=CC=C1)C